5-(4-chlorophenyl)isoxazole ClC1=CC=C(C=C1)C1=CC=NO1